4-(4-(benzamido(carboxy)methyl)-[1,1'-biphenyl]-3-yl)butanoic acid C(C1=CC=CC=C1)(=O)NC(C1=C(C=C(C=C1)C1=CC=CC=C1)CCCC(=O)O)C(=O)O